C(C)OC1=CC(N(C=C1C=1C=NN(C1)C1=CC=CC=C1)C)=O 4-ethoxy-1-methyl-5-(1-phenyl-1H-pyrazol-4-yl)pyridin-2(1H)-one